CS\C=C/C(CC(F)(F)F)NC(OC(C)(C)C)=O tert-butyl N-[(Z)-3-methylsulfanyl-1-(2,2,2-trifluoroethyl)allyl]carbamate